C(C)(C)C1=NC(=CC=C1)C(C)C 2,6-di-isopropylpyridine